CN1C(=NC=C1COC=1C=NC2=CC(=NC(=C2C1)OC1CCC(CC1)NC(OC(C)(C)C)=O)N1CCOCC1)[N+](=O)[O-] tert-butyl N-[4-[[3-[(3-methyl-2-nitro-imidazol-4-yl)methoxy]-7-morpholino-1,6-naphthyridin-5-yl]oxy]cyclohexyl]carbamate